N-(4-hydroxy-3-oxo-1-(2-oxopyrrolidin-3-yl)butan-2-yl)-2-(3-methyl-4H-thieno[3,2-b]pyrrole-5-carbonyl)-2-azabicyclo[2.2.2]octane-3-carboxamide OCC(C(CC1C(NCC1)=O)NC(=O)C1N(C2CCC1CC2)C(=O)C2=CC1=C(N2)C(=CS1)C)=O